(R or S)-5-(4-((R)-3-(5-amino-9-fluoro-8-methoxy-[1,2,4]triazolo[1,5-c]quinazolin-2-yl)piperidin-1-yl)-1H-pyrazol-1-yl)pentan-2-ol NC1=NC=2C=C(C(=CC2C=2N1N=C(N2)[C@H]2CN(CCC2)C=2C=NN(C2)CCC[C@@H](C)O)F)OC |o1:28|